6-undecylimidazole CCCCCC(CCCCC)C=1NC=CN1